C[C@H](OCCOCCOCCOC)COS(=O)(=O)C1=CC=C(C=C1)C.ClC1=NC(=CC(=N1)C1=CC=C(C=C1)N1C(COCC1)=O)N1C[C@H](CC1)O (S)-4-(4-(2-chloro-6-(3-hydroxypyrrolidin-1-yl)pyrimidin-4-yl)phenyl)morpholin-3-one (S)-12-methyl-2,5,8,11-tetraoxatridecan-13-yl-4-methylbenzenesulfonate